C(C)N1C(N(CC1)CC)=O 1,3-Diethylimidazolidin-2-one